1-methyl-5-(pyridin-4-yl)-6H-pyrazolo[4,3-d]pyrimidin-7-one CN1N=CC=2N=C(NC(C21)=O)C2=CC=NC=C2